C(C)(C)OC(=O)C=1C(=C(N2C=C(C=C2C1)C1=NN(C=C1)C)C(C)N1CCOCC1)C 6-methyl-2-(1-methyl-1H-pyrazol-3-yl)-5-(1-morpholinoethyl)indolizine-7-carboxylic acid isopropyl ester